2,4-dichloro-5H,6H,7H,8H,9H-pyrimido[4,5-d]azepine HCl salt Cl.ClC=1N=C(C2=C(CCNCC2)N1)Cl